C1(CC1)C=1C=CC(=C(C(=O)NS(=O)(=O)C2(CC2)C)C1)F 5-cyclopropyl-2-fluoro-N-((1-methylcyclopropyl)sulfonyl)benzamide